water calcium sulfite S(=O)([O-])[O-].[Ca+2].O